COC(=O)C1=C(C(=NN1C1=NNC(=N1)C1=CC(=C(C=C1)Cl)Cl)C)I 1-(5-(3,4-Dichlorophenyl)-1H-1,2,4-triazol-3-yl)-4-iodo-3-methyl-1H-pyrazole-5-carboxylic acid methyl ester